C(C)(C)(C)C1=NC(=CC(=C1)CN(C(CN(S(=O)(=O)C1=C(C(=C(C(=C1F)F)F)F)F)CC1=C(C=CC=C1)F)=O)C1=CC(=C(C(=O)O)C=C1)O)C(C)(C)C 4-(N-((2,6-di-tert-butylpyridin-4-yl)methyl)-2-(N-(2-fluorobenzyl)-(2,3,4,5,6-pentafluoro-phenyl)sulfonamido)acetamido)-2-hydroxybenzoic acid